[OH-].[Al+3].[Na+].[OH-].[OH-].[OH-] Natrium aluminium hydroxid